tert-butyl 2-(benzyloxy methyl)-4-oxo-pentanoate C(C1=CC=CC=C1)OCC(C(=O)OC(C)(C)C)CC(C)=O